(R)-N-((R)-1-(2-bromo-4-fluorophenyl)propan-2-yl)-2-methylpropane-2-sulfinamide BrC1=C(C=CC(=C1)F)C[C@@H](C)N[S@](=O)C(C)(C)C